(1R,3S,5R)-2-(2-(4-amino-6-phenyl-9H-pyrimido[4,5-b]indol-9-yl)acetyl)-N-(6-bromopyridin-2-yl)-2-azabicyclo[3.1.0]hexane-3-carboxamide NC1=NC=NC=2N(C3=CC=C(C=C3C21)C2=CC=CC=C2)CC(=O)N2[C@@H]1C[C@@H]1C[C@H]2C(=O)NC2=NC(=CC=C2)Br